1-Allyl-4-hydroxy-N-(4H-1,2,4-triazol-3-yl)-1H-2,1-benzothiazin-3-carboxamid-2,2-dioxid C(C=C)N1S(C(=C(C2=C1C=CC=C2)O)C(=O)NC2=NN=CN2)(=O)=O